CC1=C(C=CC=C1C)C1CCN(CC1)C(CN1N=C(C2=C1C[C@@H]1[C@H]2C1)C(=O)N1C[C@@H]([C@H](CC1)O)F)=O 1-[4-(2,3-Dimethylphenyl)piperidin-1-yl]-2-{(3bR,4aR)-3-[(3S,4S)-3-fluoro-4-hydroxypiperidin-1-carbonyl]-3b,4,4a,5-tetrahydro-1H-cyclopropa[3,4]cyclopenta[1,2-c]pyrazol-1-yl}ethan-1-on